6-bromo-2,3-dimethyl-5-(trifluoromethyl)-[1,2,4]triazolo[1,5-a]pyrimidin-7-one BrC1=C(N=C2N(C1=O)N=C(N2C)C)C(F)(F)F